FC1=C(C(=O)N([C@H]2CNCCC2)C2=NC=CC3=CC=CC(=C23)C)C=CC(=C1)NC1=NC=CC(=N1)N1[C@@H](COCC1)CO 2-fluoro-4-((4-((R)-3-(hydroxymethyl)morpholino)pyrimidin-2-yl)amino)-N-(8-methylisoquinolin-1-yl)-N-((R)-piperidin-3-yl)benzamide